N[C@H]1[C@H]2CC[C@@H](C1)N2C2=C(C(=NC1=C(C(=CC=C21)C2=CC(=CC1=CC=CC(=C21)F)O)F)OC[C@]21CCCN1C[C@@H](C2)F)C#N 4-((1R,2R,4S)-2-amino-7-azabicyclo[2.2.1]heptan-7-yl)-8-fluoro-7-(8-fluoro-3-hydroxynaphthalen-1-yl)-2-(((2R,7aS)-2-fluorohexahydro-1H-pyrrolizin-7a-yl)methoxy)quinoline-3-carbonitrile